methyl 1-(2-((((1r,3r)-3-fluoro-1-(3-fluoropyridin-2-yl)cyclobutyl)methyl)amino)pyrimidin-5-yl)-1H-pyrrole-3-carboxylate FC1CC(C1)(C1=NC=CC=C1F)CNC1=NC=C(C=N1)N1C=C(C=C1)C(=O)OC